(2S)-4-(5-(3-((2-((S)-3-carboxybutanoyl)-4-chloro-7-fluoro-6-methoxy-3-methylisoindolin-5-yl)oxy)propoxy)-6-methoxyisoindolin-2-yl)-2-methyl-4-oxobutanoic acid C(=O)(O)[C@H](CC(=O)N1CC2=C(C(=C(C(=C2C1C)Cl)OCCCOC=1C=C2CN(CC2=CC1OC)C(C[C@@H](C(=O)O)C)=O)OC)F)C